CCOC(=O)[C@H](C1=CC=CC=C1)O (S)-(+)-mandelic acid ethyl ester